CC1=C2CCN(C(C2=CC(=C1)C)C1=CC=CC=C1)C(CCC(=O)NCCC)=O 4-(5,7-Dimethyl-1-phenyl-3,4-dihydro-1H-isoquinolin-2-yl)-4-oxo-N-propylbutyric acid amide